(1S,3R,5R,7S)-3-ethyl-5-phenyladamantane-1-carboxylic acid C(C)[C@]12C[C@]3(C[C@H](C[C@@](C1)(C3)C3=CC=CC=C3)C2)C(=O)O